(1-tert-butoxycarbonylamino-cyclohexyl)-acetic acid C(C)(C)(C)OC(=O)NC1(CCCCC1)CC(=O)O